tetrapentaerythritol tetraethyl-stearate C(C)C(C(C(=O)O)(CC)CC)(CCCCCCCCCCCCCCC)CC.OCC(CO)(CO)CO.OCC(CO)(CO)CO.OCC(CO)(CO)CO.OCC(CO)(CO)CO